4-ethyl-9,10-bis[2-carboxy(3,6-methano-4-cyclohexenyl)]carbonyloxy-anthracene C(C)C1=CC=CC2=C(C3=CC=CC=C3C(=C12)OC(=O)C1C(C2C=CC1C2)C(=O)O)OC(=O)C2C(C1C=CC2C1)C(=O)O